N1C=CC=2C1=NC=CC2NC=2C=C(C=CC2N2CCOCC2)C#CC(C)(O)C=2SC=CN2 4-(3-((1H-pyrrolo[2,3-b]pyridin-4-yl)amino)-4-morpholinophenyl)-2-(thiazol-2-yl)but-3-yn-2-ol